NC1=NC=2C=C(C(=CC2C2=C1C=NN2C)C(=O)N([C@H](C)C=2N=NC(=CC2)C(F)(F)F)C2CC2)F 4-amino-N-cyclopropyl-7-fluoro-1-methyl-N-((1R)-1-(6-(trifluoromethyl)-3-pyridazinyl)ethyl)-1H-pyrazolo[4,3-c]quinoline-8-carboxamide